ClC=1N=NC(=C(C1CCNC=1SC(=C(N1)C(=O)OC)CCCOC1=C(C=C(C=C1)I)F)C)Cl methyl 2-[2-(3,6-dichloro-5-methyl-pyridazin-4-yl)ethylamino]-5-[3-(2-fluoro-4-iodo-phenoxy)propyl]thiazole-4-carboxylate